NCC1=CC=C(C=C1)CNC1=C(C(=NN1C(C(CO)(C)C)=O)C1C(N(CCC1C)S(=O)(=O)N(C)C)=O)C 3-[5-({[4-(aminomethyl)phenyl]methyl}amino)-1-(3-hydroxy-2,2-dimethylpropanoyl)-4-methyl-1H-pyrazol-3-yl]-N,N,4-trimethyl-2-oxopiperidine-1-sulfonamide